sebacic acid bis(1,2,2,6,6-pentamethylpiperidin-4-yl) ester CN1C(CC(CC1(C)C)OC(CCCCCCCCC(=O)OC1CC(N(C(C1)(C)C)C)(C)C)=O)(C)C